tert-butyl 4-[2-[2-(2-benzyloxyethoxy) ethoxy]ethoxy]piperidine-1-carboxylate C(C1=CC=CC=C1)OCCOCCOCCOC1CCN(CC1)C(=O)OC(C)(C)C